(R)-N-(4-(3-((6-chloroquinazolin-2-yl)amino)pyrrolidine-1-carbonyl)phenyl)propionamide ClC=1C=C2C=NC(=NC2=CC1)N[C@H]1CN(CC1)C(=O)C1=CC=C(C=C1)NC(CC)=O